methyl 1-(pent-4-en-1-yl)-1H-pyrrole-3-carboxylate C(CCC=C)N1C=C(C=C1)C(=O)OC